ClC=1C(N(C(=CC1OCC1=NC=C(C=C1F)F)C)C1=C(C(=NC=C1C)C=1C=C(C=CC1)C(C(=O)[O-])(C)C)F)=O 2-(3-(3-chloro-4-((3,5-difluoropyridin-2-yl) methoxy)-3'-fluoro-5',6-dimethyl-2-oxo-2H-[1,4'-bipyridin]-2'-yl) phenyl)-2-methylpropionate